(R)-4-((1-(3-(difluoromethyl)-2-fluorophenyl)ethyl)amino)-6-(1-(fluoromethyl)cyclopropyl)-2-methyl-8-morpholinylpyrido[4,3-d]pyrimidine-7(6H)-one FC(C=1C(=C(C=CC1)[C@@H](C)NC=1C=2C(N=C(N1)C)=C(C(N(C2)C2(CC2)CF)=O)N2CCOCC2)F)F